C(C)(C)(C)NS(=O)(=O)C1=C(C=CC(=C1)C=1N=NN(C1)C1=C(C=C(C=C1)NS(=O)(=O)CC)N1CCC2(CC2)CC1)F N-(tert-butyl)-5-(1-(4-(ethylsulfonamido)-2-(6-azaspiro[2.5]octan-6-yl)phenyl)-1H-1,2,3-triazol-4-yl)-2-fluorobenzenesulfonamide